C(CCCCCCC)N(C1=CC=C(C=C1)C=CC=C)CCCCCCCC 4-dioctylaminophenyl-1,3-butadiene